3-amino-6-bromo-N'-(3-methylthiophene-2-carbonyl)pyrazine-2-carbohydrazide NC=1C(=NC(=CN1)Br)C(=O)NNC(=O)C=1SC=CC1C